CC=1C=C(C=C(C1)C)CN1C2=CC=CC(=C2C=2C(=CC=CC12)C(C(=O)O)=O)C(N)=O {9-[(3,5-dimethylphenyl)methyl]-5-carbamoylcarbazole-4-yl}oxoacetic acid